8-ethoxy-7-(4-fluorobenzyl)-1-(3-hydroxypropyl)-3-methyl-1H-purine-2,6(3H,7H)-dione C(C)OC1=NC=2N(C(N(C(C2N1CC1=CC=C(C=C1)F)=O)CCCO)=O)C